OCC(CO)(C)S(=O)(=O)C1(CC1)CN1C(C2=C(CC1)C(=NN2C)C(=O)O)=O 6-((1-((1,3-Dihydroxy-2-methylpropan-2-yl)sulfonyl)cyclopropyl)methyl)-1-methyl-7-oxo-4,5,6,7-tetrahydro-1H-pyrazolo[3,4-c]pyridine-3-carboxylic acid